CC=1C=NC(=CC1)C(F)(F)F 3-methyl-6-(trifluoromethyl)pyridine